N1=CC(=CC2=CC=CC=C12)C=1C(N(C(N(C1)C)=O)C)=O 5-(3-quinolyl)-1,3-dimethyluracil